ClC1=CC(=C(C=C1OC)C1=C(N=NC=C1)O)F 4-(4-Chloro-2-fluoro-5-methoxyphenyl)pyridazin-3-ol